OC1CN(CC1CC(C)C)C(=O)OCC1=CC=CC=C1 benzyl 3-hydroxy-4-isobutylpyrrolidine-1-carboxylate